2-(1-(((1r,2r)-2-hydroxycyclohexyl)amino)pyrrolo[1,2-d][1,2,4]triazin-4-yl)-5-methylphenol O[C@H]1[C@@H](CCCC1)NC=1C=2N(C(=NN1)C1=C(C=C(C=C1)C)O)C=CC2